11-ethyl-10-[(4-methoxyphenyl)methyl]-4-methyl-12-piperazin-1-yl-2,4,8,10-tetrazatricyclo[7.4.0.03,7]trideca-1(9),2,7,11-tetraen-13-one C(C)C=1N(C=2N=C3CCN(C3=NC2C(C1N1CCNCC1)=O)C)CC1=CC=C(C=C1)OC